CNC(=O)C=1SC(=CN1)N1N=CC(=C1)C1=C(C=C(C(=C1)C(NC1CC1)=O)F)Cl 5-[4-(2-chloro-5-cyclopropylcarbamoyl-4-fluoro-phenyl)-pyrazol-1-yl]-thiazole-2-carboxylic acid methylamide